COC(C1=CC(=NC=C1Cl)C(C)=O)=O 2-Acetyl-5-chloroisonicotinic acid methyl ester